CC=1C=NC=CC1C=1N=C2N(C=CC=N2)C1C1=CC2=C(OCCN2)C=C1 6-(2-(3-methylpyridin-4-yl)imidazo[1,2-a]pyrimidin-3-yl)-3,4-dihydro-2H-benzo[b][1,4]oxazine